dimethylhexadecyl-[3-(trimethoxysilyl)propyl]ammonium iodide [I-].C[N+](CCC[Si](OC)(OC)OC)(CCCCCCCCCCCCCCCC)C